5-(((Cyclopropylmethyl)amino)methyl)-1-ethyl-N-(2-fluoro-5-((1s,3s)-3-methyl-1-(4-methyl-4H-1,2,4-triazol-3-yl)cyclobutyl)phenyl)-2-oxo-1,2-dihydropyridine-3-carboxamide C1(CC1)CNCC=1C=C(C(N(C1)CC)=O)C(=O)NC1=C(C=CC(=C1)C1(CC(C1)C)C1=NN=CN1C)F